FC1=CC=C(C=C1)N1C(C(=CC=C1)C(=O)O)=O 1-(4-fluoro-phenyl)-2-oxo-1,2-dihydropyridine-3-carboxylic acid